CC=1C=C(C[N+]2=C3N(C(C(=C2)C=2C(=NOC2C)C)=O)C=CC=C3)C=CC1 1-(3-methylbenzyl)-3-(3,5-dimethylisoxazol-4-yl)-4-oxo-4H-pyrido[1,2-a]pyrimidinium